ClC1=CC=C(C=C1)C(C(=O)N1CCN(CC1)C=1C2=C(N=CN1)[C@@H](C[C@H]2C)O)CNCC(C)(C)C 2-(4-chlorophenyl)-1-(4-((5R,7R)-7-hydroxy-5-methyl-6,7-dihydro-5H-cyclopenta[d]pyrimidin-4-yl)piperazin-1-yl)-3-(neopentylamino)propan-1-one